C1(=CC=C(C=C1)C1=C(C=CC2=NSN=C21)C(=O)O)C2=C(C=CC1=NSN=C12)C(=O)O 4,4'-(1,4-phenylene)-bis(2,1,3-benzothiadiazole-5-carboxylic acid)